1-(5-(9-((3,6-diazabicyclo[3.1.1]hept-6-yl)methyl)-3-azaspiro[5.5]undec-3-carbonyl)-2-chlorophenyl)dihydropyrimidine-2,4(1H,3H)-dione C12CNCC(N1CC1CCC3(CCN(CC3)C(=O)C=3C=CC(=C(C3)N3C(NC(CC3)=O)=O)Cl)CC1)C2